8-(2-(2,5-bis(2,3-dihydrothieno[3,4-b][1,4]dioxin-5-yl)thiophen-3-yl)ethoxy)-1-(tri-methylammonio)octane-4-sulfonate O1C=2C(OCC1)=C(SC2)C=2SC(=CC2CCOCCCCC(CCC[N+](C)(C)C)S(=O)(=O)[O-])C=2SC=C1OCCOC12